(2S)-2-amino-N-(4-((S)-2-methoxy-1-((S)-2-oxo-4-(trifluoromethyl)imidazolidin-1-yl)ethyl)pyridin-2-yl)-2-(4-(trifluoromethyl)cyclohexyl)acetamide N[C@H](C(=O)NC1=NC=CC(=C1)[C@@H](COC)N1C(N[C@@H](C1)C(F)(F)F)=O)C1CCC(CC1)C(F)(F)F